4-(3-(benzyloxy)cyclobutoxy)benzaldehyde C(C1=CC=CC=C1)OC1CC(C1)OC1=CC=C(C=O)C=C1